6-amino-2-(cyclopropoxy)-5-(3-methoxy-2,6-dimethyl-phenyl)pyrrolo[2,3-b]pyrazine-7-carboxamide NC1=C(C=2C(=NC=C(N2)OC2CC2)N1C1=C(C(=CC=C1C)OC)C)C(=O)N